OC1=C(C(=CC=C1)OCCCC(C)C)C(\C=C\C1=CC=C(C=C1)O)=O (E)-1-[2-Hydroxy-6-(4-methylpentoxy)phenyl]-3-(4-hydroxyphenyl)prop-2-en-1-one